4-hydroxy-2-methylpentylperoxide (2-ethylhexanoate) C(C)C(C(=O)O)CCCC.OC(CC(COOCC(CC(C)O)C)C)C